ClC1=CC=C(C=C1)C(C=1N=NN(C1)[C@H](C(=O)N1[C@H](C[C@@H](C1)O)C(=O)NC)C(C)(C)C)O (2R,4S)-1-[(2S)-2-[4-[(4-chlorophenyl)-hydroxy-methyl]triazol-1-yl]-3,3-dimethyl-butanoyl]-4-hydroxy-N-methyl-pyrrolidine-2-carboxamide